FC=1C=C(C=C(C1)F)C=1OC(=C(N1)C(=O)NCCN1CCNCC1)C1=C(C=CC=C1)[N+](=O)[O-] 2-(3,5-difluorophenyl)-5-(2-nitrophenyl)-N-(2-(piperazin-1-yl)ethyl)Oxazole-4-carboxylic acid amide